NC1=NC=C(C2=C1C=NN2)NC(C(N2[C@H](CC[C@@H](C2)C)C2=CC=C1C=CC(=NC1=C2)C)=O)=O |r| N-(4-Amino-1H-pyrazolo[4,3-c]pyridin-7-yl)-2-oxo-2-[rac-(2R,5S)-5-methyl-2-(2-methyl-7-quinolyl)-1-piperidyl]acetamide